COC(C1=CC(=C(C=C1)C=1N=C2C(=NC1)NC(=C2)C2=C(C=CC=C2)Cl)C)=O 4-[6-(2-chloro-phenyl)-5H-pyrrolo[2,3-b]pyrazin-2-yl]-3-methyl-benzoic acid methyl ester